lysyl-cysteamin N[C@@H](CCCCN)C(=O)NCCS